cyclopropyl(4-(4-(4-methylquinolin-3-yl)benzyl)-5,6-dihydropyridin-1(2H)-yl)methanone C1(CC1)C(=O)N1CC=C(CC1)CC1=CC=C(C=C1)C=1C=NC2=CC=CC=C2C1C